3-(6-but-2-enyl-7-oxo-1H-pyrrolo[2,3-c]pyridin-4-yl)benzamide C(C=CC)N1C(C2=C(C(=C1)C=1C=C(C(=O)N)C=CC1)C=CN2)=O